C(C=C)(=O)N1CCN(CC1)C1=C(C(N(C2=NC(=C(C=C12)Cl)C1=C(C=CC=C1)F)C=1C(=NC=CC1N(C)C)C(C)C)=O)C#N 4-(4-acryloylpiperazin-1-yl)-6-chloro-1-(4-(dimethylamino)-2-isopropylpyridin-3-yl)-7-(2-fluorophenyl)-2-oxo-1,2-dihydro-1,8-naphthyridine-3-carbonitrile